5-(Oxetan-3-yl)-2-(piperidin-4-yl)-1,3-benzoxazole O1CC(C1)C=1C=CC2=C(N=C(O2)C2CCNCC2)C1